NC=1C(=C(C=CC1F)N(S(=O)(=O)CCC)COCC[Si](C)(C)C)C N-(3-amino-4-fluoro-2-methylphenyl)-N-((2-(trimethylsilyl)ethoxy)methyl)propane-1-sulfonamide